NC1=C2C(=CNC2=CC(=C1)C#N)CCN 4-amino-3-(2-aminoethyl)-1H-indole-6-carbonitrile